[2-(3-ethylsulfonyl-5-pyrimidin-2-yl-2-pyridyl)-1,3-benzoxazol-5-yl]-imino-oxo-(trifluoromethyl)-λ6-sulfane C(C)S(=O)(=O)C=1C(=NC=C(C1)C1=NC=CC=N1)C=1OC2=C(N1)C=C(C=C2)S(C(F)(F)F)(=O)=N